F[C@H]1[C@@]2(CC[C@](C[C@H]1N(C=1N=CC(=NC1)C1=C(C=C(C=C1)C1=CC=NN1)O)C)(N2)C)C 2-(5-{[(1S,2R,3R,5R)-2-fluoro-1,5-dimethyl-8-azabicyclo[3.2.1]octan-3-yl](methyl)amino}pyrazin-2-yl)-5-(1H-pyrazol-5-yl)phenol